O=C1C(C(=O)NOC)C=CC=C1 2-oxo-(N-methoxy)-benzamide